BrC1=NN2C(NC(C=C2)=O)=C1 2-bromopyrazolo[1,5-a]pyrimidin-5(4H)-one